C(=O)(O)C1(CC1)C(=O)N 1-CARBOXYCYCLOPROPANECARBOXAMIDE